1-(3-(2-(7-chloronaphthalen-2-yl)vinyl)phenyl)-3-(2-(2-hydroxypropan-2-yl)phenyl)propan-1-ol ClC1=CC=C2C=CC(=CC2=C1)C=CC=1C=C(C=CC1)C(CCC1=C(C=CC=C1)C(C)(C)O)O